1,15-dibromopentadecane BrCCCCCCCCCCCCCCCBr